(1Z)-2-oxocyclobutene O=C1C=CC1